IC1=CC2=C(NC(C3N(C2=O)CCN(C3)C(COC3=CC=CC=C3)=O)=O)C=C1 8-iodo-2-(2-phenoxyacetyl)-1,3,4,12a-tetrahydrobenzo[e]pyrazino[1,2-a][1,4]diazepine-6,12(2H,11H)-dione